methyl (2S,3S,4R,5S,6S)-3,4,5-tris(acetyloxy)-6-ethynyloxane-2-carboxylate C(C)(=O)O[C@@H]1[C@H](O[C@H]([C@@H]([C@H]1OC(C)=O)OC(C)=O)C#C)C(=O)OC